(1-(5-chloro-2-((6-methoxy-2-methyl-1,2,3,4-tetrahydroisoquinolin-7-yl)amino)pyrimidin-4-yl)-3-methylindolin-3-yl)methanol ClC=1C(=NC(=NC1)NC1=C(C=C2CCN(CC2=C1)C)OC)N1CC(C2=CC=CC=C12)(C)CO